(4-Fluorophenyl)(4-methyl-2-(3-methyl-1,2,4-thiadiazol-5-yl)-2,4,6,7-tetrahydro-5H-pyrazolo[4,3-c]pyridin-5-yl)methanone FC1=CC=C(C=C1)C(=O)N1C(C=2C(CC1)=NN(C2)C2=NC(=NS2)C)C